pyrimidine-5-carboxylic acid-d N1=CN=CC(=C1)C(=O)O[2H]